benzyl 2-bromo-1,3-benzoxazole-5-carboxylate BrC=1OC2=C(N1)C=C(C=C2)C(=O)OCC2=CC=CC=C2